4-(5-(3-Cyano-6-hydroxypyrazolo[1,5-a]pyridin-4-yl)pyridin-2-yl)piperazine-1-carboxylic acid tert-butyl ester C(C)(C)(C)OC(=O)N1CCN(CC1)C1=NC=C(C=C1)C=1C=2N(C=C(C1)O)N=CC2C#N